7-(Cyclopentylamino)-2-(((trans-4-hydroxycyclohexyl)thio)methyl)quinazolin-4(3H)-one C1(CCCC1)NC1=CC=C2C(NC(=NC2=C1)CS[C@@H]1CC[C@H](CC1)O)=O